(5-(3-(3-bromo-1-methyl-1H-1,2,4-triazol-5-yl)-4-fluorophenoxy)-6-fluoro-1-((2-(trimethylsilyl)ethoxy)methyl)-1H-indol-4-yl)methanol BrC1=NN(C(=N1)C=1C=C(OC=2C(=C3C=CN(C3=CC2F)COCC[Si](C)(C)C)CO)C=CC1F)C